3-(methylamino)-N-(1-methylcyclopropyl)-1-((1-methylcyclopropyl)methyl)-2,4-dioxo-1,2,3,4-tetrahydroquinazoline-6-sulfonamide CNN1C(N(C2=CC=C(C=C2C1=O)S(=O)(=O)NC1(CC1)C)CC1(CC1)C)=O